CC1(NN=C(C1C(=O)OC)C(=O)OC)C 3,3-dimethyl-4,5-dimethoxycarbonyl-2,4-dihydropyrazole